NC1=C(C=C(C=C1)N1CCN(C2(CC2)C1)C(=O)OC(C)(C)C)O tert-Butyl 7-(4-amino-3-hydroxy-phenyl)-4,7-diazaspiro[2.5]octane-4-carboxylate